3-((2-((3r,5r,7r)-adamantan-1-yl)acetoxy)methyl)-5-(((((1-ethylpiperidin-3-yl)methoxy)carbonyl)oxy)methyl)benzyl 4,4-bis(octyloxy)butanoate C(CCCCCCC)OC(CCC(=O)OCC1=CC(=CC(=C1)COC(=O)OCC1CN(CCC1)CC)COC(CC12CC3CC(CC(C1)C3)C2)=O)OCCCCCCCC